2-methyl-N-[(3R)-1-methylpiperidin-3-yl]-4-[2-(trifluoromethoxy)phenyl]pyrazolo[1,5-d][1,2,4]triazin-7-amine CC1=NN2C(=NN=C(C2=C1)C1=C(C=CC=C1)OC(F)(F)F)N[C@H]1CN(CCC1)C